C1(=CC=CC=C1)C1(CCC2(OCCO2)CC1)CC#N 2-(8-phenyl-1,4-dioxaspiro[4.5]decan-8-yl)acetonitrile